4-(aminomethyl)-6-(5-(4-cyclobutoxyphenyl)-1-methyl-1H-pyrazol-4-yl)phthalazin-1(2H)-one NCC1=NNC(C2=CC=C(C=C12)C=1C=NN(C1C1=CC=C(C=C1)OC1CCC1)C)=O